C(C)(=O)NC(C(C)P(O)(O)=O)P(O)(O)=O acetamidopropylenediphosphonic acid